C[C@@H]1CC[C@]2([C@H]([C@]1(C)CC/C(=C/COP(=O)(O)OP(=O)(O)O)/C)CCC=C2C)C The molecule is the O-diphospho derivative of terpentedienol. It is a diterpenyl phosphate and a member of octahydronaphthalenes. It is a conjugate acid of a terpentedienyl diphosphate(3-). It derives from a hydride of a terpentetriene.